3-(3'-(4-(1H-imidazol-4-yl)phenyl)-5-(4-methoxyphenyl)-1'-phenyl-3,4-dihydro-1'H,2H-[3,4'-bipyrazole]-2-carbonyl)benzoic acid N1C=NC(=C1)C1=CC=C(C=C1)C1=NN(C=C1C1N(N=C(C1)C1=CC=C(C=C1)OC)C(=O)C=1C=C(C(=O)O)C=CC1)C1=CC=CC=C1